tert-butyl N-[1-[3-(2-oxoethyl) phenyl] sulfonyl-4-piperidinyl]-carbamate O=CCC=1C=C(C=CC1)S(=O)(=O)N1CCC(CC1)NC(OC(C)(C)C)=O